(S)-N-methyl-3-(3-oxohexahydroimidazo[1,5-a]pyrazin-2(3H)-yl)bicyclo[1.1.1]pentane-1-carboxamide CNC(=O)C12CC(C1)(C2)N2C(N1[C@@H](CNCC1)C2)=O